C1(=CC=CC2=CC=CC=C12)N(C1=CC=C(C=C1)C1=CC=C(C=C1)N(C1=CC=CC=C1)C1=CC=CC2=CC=CC=C12)C1=CC=CC=C1 N,N'-bis(1-naphthyl)-N,N'-diphenyl-1,1'-biphenyl-4,4'-diamine